C(C)(C)(C)OC(=O)N1CCC(CC1)C(C1=NC=CC=C1)(C1=CC(=CC=C1)SC)O.C1(=CC=CC=C1)N1C(=NC2=C1C=CC=C2)C2=CC(=CC(=C2)C2=NC1=C(N2C2=CC=CC=C2)C=CC=C1)C1=NC2=C(N1C1=CC=CC=C1)C=CC=C2 1,3,5-tri(1-phenyl-1H-benzimidazole-2-yl)benzene tert-Butyl-4-[hydroxy-(3-methylsulfanylphenyl)-(2-pyridyl)methyl]piperidine-1-carboxylate